6-[4-[acetyl(cyclopropylmethyl)amino]-3-chloro-phenyl]-N-[2-(3-fluorophenyl)ethyl]pyridine-3-carboxamide C(C)(=O)N(C1=C(C=C(C=C1)C1=CC=C(C=N1)C(=O)NCCC1=CC(=CC=C1)F)Cl)CC1CC1